ONC(=O)C1OC2=C(C=CC=C2CC1)NC(OCC1=CC=CC=C1)=O Benzyl (2-(hydroxycarbamoyl)chroman-8-yl)carbamate